FC1=C(C=C2CC(NC2=C1)=O)C1=C(C=CC=C1OC)F 6-Fluoro-5-(2-fluoro-6-methoxyphenyl)indolin-2-one